C(CCCCCCCCCCCCCCC)[N+]1=CC=CC=C1 N-cetyl-pyridinium